bipyrazinyl-bisamide N1=C(C(=NC(=C1)C(=O)N)C(=O)N)C1=NC=CN=C1